BrC1=NC(=CC(=C1)OC)SCC 2-bromo-4-methoxy-6-(ethylsulfanyl)pyridine